cetyl-dimethyl-(octyl)ammonium bromide [Br-].C(CCCCCCCCCCCCCCC)[N+](CCCCCCCC)(C)C